CN1[C@@H]([C@H](CC1=O)C(=O)NCCOCCOCC(=O)OC(C)(C)C)C=1C=NC=CC1 tert-butyl 2-(2-(2-((2S,3S)-1-methyl-5-oxo-2-(pyridin-3-yl)pyrrolidine-3-carboxamido)ethoxy)ethoxy)acetate